C(C)(C)N1CC(C1)N1CCCCC1 1-(1-isopropylazetidin-3-yl)piperidin